CC1=C(C=C(C=C1)C(F)(F)F)N1CCN(CC1)C(=O)[C@H]1[C@H](C1)C1=CC=C(C=C1)S(F)(F)(F)(F)F (4-(2-Methyl-5-(trifluoromethyl)phenyl)piperazine-1-yl)((1R,2S)-2-(4-(pentafluoro-λ6-sulfaneyl)-phenyl)cyclopropyl)methanone